(6-methylpyrazolo[1,5-a]pyrimidin-3-yl)methanone CC=1C=NC=2N(C1)N=CC2C=O